FC=1C=NC=2C(=CN(C(C2C1)=O)C1=C(C=CC=C1)C)C(C(F)(F)F)C 3-fluoro-6-(o-tolyl)-8-(1,1,1-trifluoropropan-2-yl)-1,6-naphthyridin-5(6H)-one